FC(C(C(F)(F)F)(C(F)(F)F)ON1C(CCC1(C)C)(C)C1=CC(=CC=C1)OC(C(F)(F)F)(C(F)(F)F)C(F)(F)F)(F)F (1,1,1,3,3,3-hexafluoro-2-(trifluoromethyl)propan-2-yl)oxy-2-(3-((1,1,1,3,3,3-Hexafluoro-2-(trifluoromethyl)propan-2-yl)oxy)phenyl)-2,5,5-trimethylpyrrolidine